(1-fluorocyclopropyl)-1'-oxo-1'H-spiro[cyclopropane-1,4'-isoquinoline] FC1(CC1)C1=NC(C2=CC=CC=C2C12CC2)=O